2-(2-Methoxyphenyl)-2-methylpropanenitrile COC1=C(C=CC=C1)C(C#N)(C)C